(R)-2-(4-((6-(3-(2-ethoxyphenoxy)piperidin-1-yl)pyrazin-2-yl)carbamoyl)phenyl)acetic acid methyl ester COC(CC1=CC=C(C=C1)C(NC1=NC(=CN=C1)N1C[C@@H](CCC1)OC1=C(C=CC=C1)OCC)=O)=O